NC1=C(C=C2C(=N1)C(C=1C(=CC=CC1O2)N)=O)OC2=CC=C(C=C2)N2CCN(CC2)CC2CCN(CC2)C2=CC(=C(C(=O)NC1C(NC(CC1)=O)=O)C=C2)F 4-(4-((4-(4-((2,9-diamino-10-oxo-10H-chromeno[3,2-b]pyridin-3-yl)oxy)phenyl)piperazin-1-yl)methyl)piperidin-1-yl)-N-(2,6-dioxopiperidin-3-yl)-2-fluorobenzamide